5-fluoro-3-[1-(3-fluoro-4-nitro-pyrazol-1-yl)-2-methoxy-ethyl]-2-methoxy-pyridine FC=1C=C(C(=NC1)OC)C(COC)N1N=C(C(=C1)[N+](=O)[O-])F